[1-(benzenesulfonyl)-pyrrolo[3,2-c]pyridine-2-yl]methanamine C1(=CC=CC=C1)S(=O)(=O)N1C(=CC=2C=NC=CC21)CN